5-chloro-N-((1r,4r)-4-((3-(3-(hydroxymethyl)-4-methylphenyl)-2-oxo-2,3-dihydro-1H-benzo[d]imidazol-1-yl)methyl)cyclohexyl)-2-methylnicotinamide ClC=1C=NC(=C(C(=O)NC2CCC(CC2)CN2C(N(C3=C2C=CC=C3)C3=CC(=C(C=C3)C)CO)=O)C1)C